benzyl 3-(2,2-dichloroethen-1-yl)-2,2-dimethylcyclopropanecarboxylate ClC(=CC1C(C1C(=O)OCC1=CC=CC=C1)(C)C)Cl